3-aminopropyltrichlorosilane NCCC[Si](Cl)(Cl)Cl